BrC1=NN2C(C=3N([C@@H](C2)C(C)(C)C)C=C(C(C3)=O)C(=O)OCC)=C1Cl ethyl (R)-2-bromo-6-(tert-butyl)-1-chloro-10-oxo-5,6-dihydro-10H-pyrazolo[1,5-a]pyrido[2,1-c]pyrazine-9-carboxylate